(1S,3R)-isopropyl 3-hydroxycyclohexanecarboxylate ethyl-2-[(2-chloro-4-fluorophenyl)methyl]-8-methyl-4,5-dihydro-2H-furo[2,3-g]indazole-7-carboxylate C(C)OC(=O)C1=C(C2=C(CCC3=CN(N=C23)CC2=C(C=C(C=C2)F)Cl)O1)C.O[C@H]1C[C@H](CCC1)C(=O)OC(C)C